methyl 1-(4-((naphthalen-2-ylmethyl) thio) benzyl)-1H-imidazole-5-carboxylate C1=C(C=CC2=CC=CC=C12)CSC1=CC=C(CN2C=NC=C2C(=O)OC)C=C1